FCC1CCC2(CCCN12)CO (3-(fluoromethyl)tetrahydro-1H-pyrrolizin-7a(5H)-yl)methanol